2-[1-(4-fluorophenyl)-5-(pyridin-4-yl)-1H-pyrazol-4-yl]Acetyl-piperazine FC1=CC=C(C=C1)N1N=CC(=C1C1=CC=NC=C1)CC(=O)N1CCNCC1